BrC1=CC=C(C=C1)C(C)(C#C)C=1N=C(SC1)NC(=O)NCC(CO)O 1-(4-(2-(4-bromophenyl)but-3-yn-2-yl)thiazol-2-yl)-3-(2,3-dihydroxypropyl)urea